C(NC1C(CCCC1CC(C)C)CC(C)C)NC1C(CCCC1CC(C)C)CC(C)C methylenebis(2,6-di(isobutyl)cyclohexylamine)